1-(3-methoxyphenyl)cyclobutane-1-amine COC=1C=C(C=CC1)C1(CCC1)N